(1S,2S)-2-(3-chlorophenyl)-N-(4-(((6-cyclopropyl-8-(3,3-difluoroazetidin-1-yl)imidazo[1,2-a]pyridin-2-yl)methyl)amino)pyridin-2-yl)cyclopropane-1-carboxamide ClC=1C=C(C=CC1)[C@@H]1[C@H](C1)C(=O)NC1=NC=CC(=C1)NCC=1N=C2N(C=C(C=C2N2CC(C2)(F)F)C2CC2)C1